C[N+]1([C@@H]2CC(C[C@H]1[C@H]3[C@@H]2O3)OC(=O)C(C4=CC=CS4)(C5=CC=CS5)O)C The molecule is a quaternary ammonium ion obtained by methylation of the tertiary amino group of (1alpha,2beta,4beta,5alpha,7beta)-7-[(hydroxydi-2-thienylacetyl)oxy]-9-methyl-3-oxa-9-azoniatricyclo[3.3.1.0(2,4)]nonane. Used (in the form of the bromide hydrate) for maintenance treatment of airflow obstruction in patients with chronic obstructive pulmonary disease. It has a role as a muscarinic antagonist and a bronchodilator agent.